N,N-dimethylazepanium C[N+]1(CCCCCC1)C